N-(3-Fluoro-4-{[7-({3-[4-(1-methylethyl)piperazin-1-yl]propyl}oxy)-6-(methyloxy)chinolin-4-Yl]oxy}phenyl)-N'-(4-fluorophenyl)cyclopropan-1,1-dicarboxamid FC=1C=C(C=CC1OC1=CC=NC2=CC(=C(C=C12)OC)OCCCN1CCN(CC1)C(C)C)NC(=O)C1(CC1)C(=O)NC1=CC=C(C=C1)F